C1(CC1)N1C(C2=C(C=C1C)OC(C(=C2NC2=C(C=C(C=C2)I)F)C)=O)=O 6-cyclopropyl-4-(2-fluoro-4-iodo-anilino)-3,7-dimethyl-pyrano[3,2-c]pyridine-2,5-dione